4-(6-methoxypyridazin-3-yl)benzoic acid COC1=CC=C(N=N1)C1=CC=C(C(=O)O)C=C1